NC1=NC(=CC(=N1)N1CCC2(C[C@H](NC2)C(=O)O)CC1)O[C@@H](C(F)(F)F)C1=C(C=C(C=C1)Cl)C1=CC(=CC(=C1)Cl)Cl (S)-8-(2-amino-6-((R)-2,2,2-trifluoro-1-(3',5,5'-trichloro-[1,1'-biphenyl]-2-yl)ethoxy)pyrimidin-4-yl)-2,8-diazaspiro[4.5]decane-3-carboxylic acid